1-chloro-3-((4-chlorobenzyl)oxy)propan-2-one ClCC(COCC1=CC=C(C=C1)Cl)=O